(3E)-8-iodo-3-octen-1-ol ICCCC/C=C/CCO